C(#N)C1(CC1)C1=CC=CC(=N1)C=1C=NC(=CC1)C(=O)O 6-(1-cyanocyclopropyl)-[2,3'-bipyridine]-6'-carboxylic acid